[C@@H]12N(C[C@@H](NC1)C2)C=2C=NC(=NC2)CNC(=O)[C@H]2CCN(C1(CC1)C2)C(=O)C2=CC(=NN2)C2=CC(=NC=C2F)OC (S)-N-((5-((1S,4S)-2,5-diazabicyclo[2.2.1]heptan-2-yl)pyrimidin-2-yl)methyl)-4-(3-(5-fluoro-2-methoxypyridin-4-yl)-1H-pyrazole-5-carbonyl)-4-azaspiro[2.5]octane-7-carboxamide